4-(4-methylpiperazin-1-yl)benzoic acid hydrochloride Cl.CN1CCN(CC1)C1=CC=C(C(=O)O)C=C1